FC(OC=1C=C(C(=O)OC)C=C(C1[N+](=O)[O-])F)F methyl 3-(difluoromethoxy)-5-fluoro-4-nitrobenzoate